1-(3,5-dimethylphenyl)piperazine CC=1C=C(C=C(C1)C)N1CCNCC1